N-cyano-6-(1H-indazol-1-yl)-8-(methylamino)imidazo[1,2-b]Pyridazine-3-carboxamide C(#N)NC(=O)C1=CN=C2N1N=C(C=C2NC)N2N=CC1=CC=CC=C21